2,5-dimethyl-heptanol CC(CO)CCC(CC)C